COCCOCCOCCOCCOCCOCCOCCOCCOCCOCCOCCOCCC(=O)ON1C(CCC1=O)=O 2,5-dioxopyrrolidin-1-yl 2,5,8,11,14,17,20,23,26,29,32,35-dodecaoxaoctatriacontan-38-oate